CN1CCN(CC1)C1=NC(=NC(=C1)N(CC1=CC(=C(C(=C1)OC)OC)OC)C)NC=1SC(=C(N1)C(F)(F)F)C(=O)OCC 2-[[4-[4-methyl-1-piperazinyl]-6-[N-methyl-N-[(3,4,5-trimethoxyphenyl)methyl]amino]-2-pyrimidinyl]amino]-4-trifluoromethyl-5-thiazolecarboxylic acid, ethyl ester